NC=1N=CN(C(C1C(=O)NC=1C=C(C=NC1)CN(C(OC(C)(C)C)=O)CC)=O)C1=C(C=C(C=C1Cl)CC(F)(F)F)Cl tert-butyl ((5-(4-amino-1-(2,6-dichloro-4-(2,2,2-trifluoroethyl)phenyl)-6-oxo-1,6-dihydropyrimidine-5-carboxamido)pyridin-3-yl)methyl)(ethyl)carbamate